OC12CCC(CC1)(CC2)NC2=NC=C(C(=N2)N[C@H]2C[C@H](CCC2)O)C(=O)N 2-(4-hydroxybicyclo[2.2.2]octan-1-ylamino)-4-((1R,3S)-3-hydroxycyclohexylamino)pyrimidine-5-carboxamide